P(=O)(OCC1=C(C=C(C=C1)NC(CCCNC(C[C@H]1C=2N(C3=C(C(=N1)C1=CC=C(C=C1)Cl)C(=C(S3)C)C)C(=NN2)C)=O)=O)C#CCN)(O)O (S)-2-(3-aminoprop-1-yn-1-yl)-4-(4-(2-(4-(4-chlorophenyl)-2,3,9-trimethyl-6H-thieno[3,2-f][1,2,4]triazolo[4,3-a][1,4]diazepin-6-yl)acetamido)butanamido)benzyl dihydrogen phosphate